ClC1=C(C(=C(C=N1)C(=O)OCC)NC)F ethyl 6-chloro-5-fluoro-4-(methylamino)pyridine-3-carboxylate